C1CCC2=C(C=CC=C12)NC1=CC(=C2C(=N1)NN=C2N)C(F)(F)F N6-indan-4-yl-4-(trifluoromethyl)-1H-pyrazolo[3,4-b]pyridine-3,6-diamine